(R)-4-(6-chloro-1H-pyrrolo[3,2-c]pyridin-4-yl)-3-methylmorpholine ClC1=CC2=C(C(=N1)N1[C@@H](COCC1)C)C=CN2